1-[5-(Azetidin-3-yl)-2-pyridyl]-3-(trifluoromethyl)pyrrolidin-3-ol tert-butyl-N-[4-[2-benzyloxy-3,3,3-trifluoro-2-(hydrazinecarbonyl)propoxy]-1,1-dimethyl-butyl]carbamate C(C)(C)(C)N(C(=O)OC1(CN(CC1)C1=NC=C(C=C1)C1CNC1)C(F)(F)F)C(CCCOCC(C(F)(F)F)(C(=O)NN)OCC1=CC=CC=C1)(C)C